tetrachloro-trisila-pentane Cl[SiH]([Si](Cl)(Cl)Cl)[SiH2]CC